2'-(4-ethoxyphenyl)-5-(4-methyl-1-piperazinyl)-1H,1'H-2,5'-bibenzoimidazole trihydrochloride Cl.Cl.Cl.C(C)OC1=CC=C(C=C1)C1=NC2=C(N1)C=CC(=C2)C2=NC1=C(N2)C=CC(=C1)N1CCN(CC1)C